COC1=CC=C(C=C1)C(C=C(SC)SC)=O (4-methoxyphenyl)-3,3-di(methylthio)prop-2-en-1-one